5-((3-(4-(3-methyloxetan-3-yl)phenyl)propyl)amino)-6-oxo-2-phenylpyrimidin CC1(COC1)C1=CC=C(C=C1)CCCNC1=CN=C(NC1=O)C1=CC=CC=C1